dimethyloctadecylammonium methyl-phosphate salt COP(=O)([O-])[O-].C[NH+](CCCCCCCCCCCCCCCCCC)C.C[NH+](C)CCCCCCCCCCCCCCCCCC